1H-oxepino[4,5-c]pyrazole N1N=CC2=C1C=COC=C2